(Z)-2-((3-benzyl-5-bromopyrazin-2-yl)amino)-3-(thiophen-2-yl)acrylic acid tert-butyl ester C(C)(C)(C)OC(/C(=C/C=1SC=CC1)/NC1=NC=C(N=C1CC1=CC=CC=C1)Br)=O